C1(CC(C(CC1)C(C)C)OCCOC(C)O)C (2-(P-Menthyloxy)Ethoxy)Ethanol